tert-butyl 4-(chloromethyl)-1H-indazole-1-carboxylate ClCC1=C2C=NN(C2=CC=C1)C(=O)OC(C)(C)C